8-methylnonyl 3-((4-((2-(dimethylamino)ethyl)amino)-3-(2-hexyldecanamido)-4-oxobutyl)thio)propanoate CN(CCNC(C(CCSCCC(=O)OCCCCCCCC(C)C)NC(C(CCCCCCCC)CCCCCC)=O)=O)C